hydrogen bis(2-ethyl-hexyl) phosphate P(=O)(O)(OCC(CCCC)CC)OCC(CCCC)CC